C[C@H]1OC(OC1)=O |r| (RS)-4-Methyl-1,3-dioxolan-2-on